(S)-1-(4-(2-(7,8-dimethyl-[1,2,4]triazolo[1,5-a]pyridin-6-yl)-3-isopropyl-1H-indol-5-yl)piperidin-1-yl)-2-(2-(methoxymethyl)pyrrolidin-1-yl)ethan-1-one CC1=C(C=2N(C=C1C=1NC3=CC=C(C=C3C1C(C)C)C1CCN(CC1)C(CN1[C@@H](CCC1)COC)=O)N=CN2)C